3-methacryloyloxypropyltri-methoxysilane C(C(=C)C)(=O)OCCC[Si](OC)(OC)OC